COC1=C(C=CC(=N1)C(=O)NNC(C)C)NC1=NNC2=CC(=CC=C12)[C@@H]1C[C@@]12C(NC1=CC=C(C=C21)OC)=O 6-methoxy-5-({6-[(1R,2S)-5'-methoxy-2'-oxo-1',2'-dihydrospiro[cyclopropane-1,3'-indol]-2-yl]-1H-indazol-3-yl}amino)-N'-(propan-2-yl)pyridine-2-carbohydrazide